O=C1NC(CCC1N1C(N(C2=C1C=CC=C2CN2CCC(CC2)COC2CCN(CC2)C(=O)OC(C)(C)C)C)=O)=O tert-butyl 4-[[1-[[1-(2,6-dioxo-3-piperidyl)-3-methyl-2-oxo-benzimidazol-4-yl]methyl]-4-piperidyl]methoxy]piperidine-1-carboxylate